CC1(CN=CC2=CC=C(C=C12)C1=NC(=NC=C1)NC1=CC=C(C=C1)N1CCN(CC1)C)C 4,4-Dimethyl-6-(2-((4-(4-methylpiperazin-1-yl)phenyl)amino)pyrimidin-4-yl)-3,4-diHydroisoquinolin